1,3,6-triaminomethylhexane NCCCC(CCCCN)CN